The molecule is a member of the class of benzamides that is 2-aminobenzoic acid in which the hydrogen atom of the carboxy group has been substituted by a [(1S)-1-hydroxy-3-mercaptopropyl]nitrilo group and in which one of the the hydrogens of the amino group has been substituted by a (2R)-2-aminopropanoyl group. It is a metabolite isolated from the endophytic fungus, Fusarium chlamydosporium. It has a role as an antifungal agent, a fungal metabolite and an antineoplastic agent. It is a member of benzamides, an organic hydroxy compound, a thiol, a secondary carboxamide and a primary amino compound. It derives from a D-alanine. C[C@H](C(=O)NC1=CC=CC=C1C(=O)N[C@H](CCS)O)N